C(#C)C=1C=C(C=CC1)NC1=NC=NC2=CC(=C(C=C12)OCCOC)OCCOC N-(3-ethynyl-phenyl)-6,7-bis(2-methoxyethoxy)quinazolin-4-amine